C1(=CC=CC=C1)C(C1=C(C=CC=C1)O)(C1=C(C=CC=C1)O)C1=CC=CC=C1 diphenylmethylenebisphenol